1-(2-fluoroethyl)-1H-pyrrole-2-carboxylic acid FCCN1C(=CC=C1)C(=O)O